C(C1=CC=CC=C1)N1C(=NC2=NC=C(C=C21)C=2C(=NOC2C)C)NC 1-benzyl-6-(3,5-dimethylisoxazol-4-yl)-N-methyl-1H-imidazo[4,5-b]pyridin-2-amine